6-((1-Acetylpiperidin-4-yl)amino)-2-(trifluoromethyl)pyrimidine-4-carboxylic acid methyl ester COC(=O)C1=NC(=NC(=C1)NC1CCN(CC1)C(C)=O)C(F)(F)F